di(diethylaminohydroxybenzoyl)piperazine C(C)N(CC)C=1C(=C(C(=O)N2CCN(CC2)C(C2=C(C(=CC=C2)N(CC)CC)O)=O)C=CC1)O